Benzyl 4-(N-((5-cyclohexylpyridin-2-yl)methyl)-2,2,2-trifluoroacetamido)-3-fluorobenzoate C1(CCCCC1)C=1C=CC(=NC1)CN(C(C(F)(F)F)=O)C1=C(C=C(C(=O)OCC2=CC=CC=C2)C=C1)F